N-tert-butyl-1-[6-(5-methoxy-2-methyl-1-benzofuran-6-yl)pyridazin-3-yl]pyrrolidin-3-amine C(C)(C)(C)NC1CN(CC1)C=1N=NC(=CC1)C1=CC2=C(C=C(O2)C)C=C1OC